tert-butyl (S)-3-((8-carbamoyl-6-(1-(2-methoxyethyl)-1H-pyrazol-4-yl)pyrido[3,2-d]pyrimidin-4-yl)amino)piperidine-1-carboxylate C(N)(=O)C1=CC(=NC2=C1N=CN=C2N[C@@H]2CN(CCC2)C(=O)OC(C)(C)C)C=2C=NN(C2)CCOC